4-Methoxy-5-(quinoxalin-6-yl)-N-(1-(2,2,2-trifluoroethyl)piperidin-4-yl)pyrrolo[2,1-f][1,2,4]triazin-2-amine COC1=NC(=NN2C1=C(C=C2)C=2C=C1N=CC=NC1=CC2)NC2CCN(CC2)CC(F)(F)F